2-(3-Methoxyphenyl)benzo[d]oxazole-6-carboxylic acid COC=1C=C(C=CC1)C=1OC2=C(N1)C=CC(=C2)C(=O)O